C(C)(=O)OC1CCC=2C1=NC=C(C2N2C[C@H](C[C@H](C2)C)NC(=O)OC(C)(C)C)NC(=O)C2=NC(=C(C=C2)F)C2=C(C=CC=C2F)F 4-{(3S,5R)-3-[(tert-Butoxycarbonyl)amino]-5-methylpiperidin-1-yl}-3-({[6-(2,6-difluorophenyl)-5-fluoropyridin-2-yl]carbonyl}amino)-6,7-dihydro-5H-cyclopenta[b]pyridin-7-yl acetate